FC(C(=O)O)(F)F.BrC1=C(C=C(C=C1F)C=C1CNC1)F 3-[(4-bromo-3,5-difluoro-phenyl)methylene]azetidine, trifluoroacetate salt